methacryloxyhydroxypropanesulfonic acid C(C(=C)C)(=O)OC(CC)(S(=O)(=O)O)O